(6aS,9R)-N,N-diethyl-7-methyl-4,6,6a,7,8,9-hexahydroindolo[4,3-fg]quinoline-9-carboxamide C(C)N(C(=O)[C@H]1CN([C@H]2CC=3C4=C(C2=C1)C=CC=C4NC3)C)CC